4-((3-(4-(((3SR,4SR)-3-fluoro-1-((R)-2-hydroxy-3-methoxypropyl)piperidin-4-yl)amino)-1-(2,2,2-trifluoroethyl)-1H-indol-2-yl)prop-2-yn-1-yl)amino)-3-methoxybenzoic acid F[C@H]1CN(CC[C@@H]1NC1=C2C=C(N(C2=CC=C1)CC(F)(F)F)C#CCNC1=C(C=C(C(=O)O)C=C1)OC)C[C@H](COC)O |&1:1,6|